6-benzyl-4-(pyrrolidin-1-yl)-N-(1-(3,4,5-trimethoxyphenyl)-1H-imidazol-4-yl)-5,6,7,8-tetrahydropyrido[4,3-d]pyrimidin-2-amine C(C1=CC=CC=C1)N1CC2=C(N=C(N=C2N2CCCC2)NC=2N=CN(C2)C2=CC(=C(C(=C2)OC)OC)OC)CC1